2-(6-((4-methoxypyridin-2-yl)amino)-2-(pyridin-3-yl)pyrimidin-4-yl)-N-methyl-2-azaspiro[4.5]decane-7-carboxamide COC1=CC(=NC=C1)NC1=CC(=NC(=N1)C=1C=NC=CC1)N1CC2(CC1)CC(CCC2)C(=O)NC